C(C)(=O)N1CCC2(CC1)OC1=C(C2)C=C(C(=C1)N1CCN(CC1)CC(=O)N)NC(=O)C=1C=NN2C1N=CC=C2 N-(1'-acetyl-6-(4-(2-amino-2-oxoethyl)piperazin-1-yl)-3H-spiro[benzofuran-2,4'-piperidin]-5-yl)pyrazolo[1,5-a]pyrimidine-3-carboxamide